6-amino-4-hydroxynaphthalene-2-sulfonic acid sodium salt [Na+].NC=1C=C2C(=CC(=CC2=CC1)S(=O)(=O)[O-])O